9-((4-(4,6-bipyridin-3-yl)-1,3,5-triazin-2-yl)phenyl)-9H-carbazole N1=CC(=C(C=C1)C1=CC=CC=N1)C1=NC(=NC=N1)C1=C(C=CC=C1)N1C2=CC=CC=C2C=2C=CC=CC12